C1=CC=CC=2C3=CC=CC=C3N(C12)C1=CC=C(C=C1)C=1C(=C(C(=C(C1C1=CC=C(C=C1)N1C2=CC=CC=C2C=2C=CC=CC12)C1=CC=C(C=C1)N1C2=CC=CC=C2C=2C=CC=CC12)C1=CC=C(C=C1)N1C2=CC=CC=C2C=2C=C(C=CC12)C)C#N)C1=CC(=NC(=C1)C)C 5',6'-bis(4-(9H-carbazol-9-yl)phenyl)-4-(9H-carbazol-9-yl)-4'-(2,6-dimethylpyridin-4-yl)-4''-(3-methyl-9H-carbazol-9-yl)-[1,1':2',1''-terphenyl]-3'-carbonitrile